4-(3-chloro-5-(trifluoromethoxy)phenoxy)-1H-1,2,3-triazole-5-carboxylic acid ClC=1C=C(OC=2N=NNC2C(=O)O)C=C(C1)OC(F)(F)F